(R)-6-((5-(3-amino-3H-spiro[benzofuran-2,4'-piperidin]-1'-yl)pyrazin-2-yl)thio)-5-Chloro-3-phenylquinazolin-4(3H)-one N[C@@H]1C2=C(OC13CCN(CC3)C=3N=CC(=NC3)SC=3C(=C1C(N(C=NC1=CC3)C3=CC=CC=C3)=O)Cl)C=CC=C2